(R)-5-chloro-N-(1-(6,7-difluoro-4-oxo-3,4-dihydrophthalazin-1-yl)ethyl)-N-methyl-6-(trifluoromethyl)nicotinamide ClC=1C(=NC=C(C(=O)N(C)[C@H](C)C2=NNC(C3=CC(=C(C=C23)F)F)=O)C1)C(F)(F)F